C=C(C)C1CC=C(CC1)C(CC1=NCCC2=C1NC1=CC(=CC=C21)OC)CC2=NCCC1=C2NC2=CC(=CC=C12)OC (2-(4-(prop-1-en-2-yl)cyclohex-1-en-1-yl)propane-1,3-diyl)bis(7-methoxy-4,9-dihydro-3H-pyrido[3,4-b]indole)